BrC=1C(=CC(=C(C[C@]2(C[C@H](CC2)NS(=O)(=O)C)C(=O)OC)C1)Cl)F methyl (1R,3S)-1-(5-bromo-2-chloro-4-fluorobenzyl)-3-(methylsulfonamido)cyclopentane-1-carboxylate